C(C=C)(=O)N1C[C@@H]2COC3=C(C(N2CC1)=O)C(=NC(=C3Cl)C3=C(C=CC=C3O)F)N3[C@@H]([C@@H](C3)O)C (6aR)-8-acryloyl-4-chloro-3-(2-fluoro-6-hydroxyphenyl)-1-((2R,3R)-3-hydroxy-2-methylazetidin-1-yl)-6,6a,7,8,9,10-hexahydro-12H-pyrazino[2,1-c]pyrido[3,4-f][1,4]oxazepin-12-one